9-((6-(1,4-dimethyl-1H-imidazol-2-yl)pyridin-3-yl)methyl)-2-(2-isopropylphenyl)-7,9-dihydro-8H-purin-8-one CN1C(=NC(=C1)C)C1=CC=C(C=N1)CN1C2=NC(=NC=C2NC1=O)C1=C(C=CC=C1)C(C)C